C(C)C1=NN(C(=C1)O)C1=CC=CC=C1 3-Ethyl-1-phenyl-1H-pyrazol-5-ol